NC=1N=NC(=CC1N1CCN(CC1)CC1CCN(CC1)C1CCN(CC1)C=1C=C2C(N(C(C2=CC1)=O)N1C(NC(CC1)=O)=O)=O)C1=C(C=CC(=C1)F)O 5-(4-((4-(3-amino-6-(5-fluoro-2-hydroxyphenyl)pyridazin-4-yl)piperazin-1-yl)methyl)-[1,4'-bipiperidinyl]-1'-yl)-2-(2,4-dioxotetrahydropyrimidine-1(2H)-yl)isoindoline-1,3-dione